valeric acid-d C(CCCC)(=O)O[2H]